FC1=CC=C(C=C1)C1=NN=C2SCCCN21 3-(4-fluorophenyl)-6,7-dihydro-5H-[1,2,4]triazolo[3,4-b][1,3]thiazine